5-((2-(6,8-dioxa-2-azaspiro[3.5]nonan-7-yl)ethyl)(3,5-difluoro-4-methoxybenzyl)amino)picolinonitrile C1NCC12COC(OC2)CCN(C=2C=CC(=NC2)C#N)CC2=CC(=C(C(=C2)F)OC)F